NCC1=NN(C2=NC=CC(=C21)CN2CC(C2)O)C2=CC=C(C=C2)OC(F)(F)F 1-((3-(aminomethyl)-1-(4-(trifluoromethoxy)phenyl)-1H-pyrazolo[3,4-b]pyridin-4-yl)methyl)azetidin-3-ol